FC1=C(C(=C(C(=C1C[B-](CC1=C(C(=C(C(=C1F)F)F)F)F)(CC1=C(C(=C(C(=C1F)F)F)F)F)CC1=C(C(=C(C(=C1F)F)F)F)F)F)F)F)F.COC1=C(C2=CC=CC=C2C=C1)C(C1=C(C=CC2=CC=CC=C12)OC)C=1[SH+]C=CC=CC=CC1 bis(methoxynaphthyl)methylthioninium tetrakis(pentafluorobenzyl)borate